C(#N)C1=CC=C(C=C1)C=1C=C(C=NC1)C1=NOC2(C1C1CCC2C1)C(=O)NC=1C=C2C=NNC2=CC1 3-(5-(4-Cyanophenyl)pyridin-3-yl)-N-(1H-indazol-5-yl)-3a,4,5,6,7,7a-hexahydro-4,7-methanobenzo[d]isoxazole-7a-carboxamide